4-trifluoromethoxybenzyl nitrite N(=O)OCC1=CC=C(C=C1)OC(F)(F)F